C(C1=CC=CC=C1)OC1=CC(=C(C(=O)OC2=C(C(=C(C(=O)OC3=C(C(=C(C(=O)OC4=C(C(=C(C(=O)OCC5=CC=CC=C5)C(=C4C)C)C)C)C(=C3)C)O)C)C(=C2C)C)O)Br)C(=C1)C)OC benzyl 4-((4-((4-((4-(benzyloxy)-2-methoxy-6-methylbenzoyl)oxy)-3-bromo-2-hydroxy-5,6-dimethylbenzoyl)oxy)-2-hydroxy-3,6-dimethylbenzoyl)oxy)-2,3,5,6-tetramethylbenzoate